FC1=C(C=CC=C1)N1C(C2=CC=C(C=C2C1)OCC=1N=C(SC1)C)=O (2-fluorophenyl)-5-((2-methylthiazol-4-yl)methoxy)isoindolin-1-one